(4-(4-methylpyridin-3-yl)phenyl)methanamine CC1=C(C=NC=C1)C1=CC=C(C=C1)CN